[N+](=O)([O-])C1=CC=C(OC(=O)ON=CC)C=C1 ethan-1-one O-((4-nitrophenoxy)carbonyl) oxime